ethyl 3-[1-(4-hydroxybutyl)-4-methyl-1H-benzotriazol-5-yl]-3-{3-[(6-hydroxy-2,2-dioxo-2H-1,2λ6,3-benzoxathiazin-3(4H)-yl)methyl]phenyl}propanoate OCCCCN1N=NC2=C1C=CC(=C2C)C(CC(=O)OCC)C2=CC(=CC=C2)CN2S(OC1=C(C2)C=C(C=C1)O)(=O)=O